(1-((2,4-dichlorophenyl)sulfonyl)-3-((pyridin-4-yloxy)methyl)azetidin-3-yl)methanol ClC1=C(C=CC(=C1)Cl)S(=O)(=O)N1CC(C1)(COC1=CC=NC=C1)CO